N(=[N+]=[N-])N[C@@H](CCC(=O)O)C(=O)O azidoglutamic acid